CN(CCCCCCCCCCCCCCCC)CCCCCCCCCCCCCCCC N-methyl-dicetylamine